{5-[5-((R)-1-{5-Cyano-3-[(S)-1-(3,4-difluoro-phenyl)-ethylcarbamoyl]-pyrazin-2-ylamino}-ethyl)-pyridin-2-yl]-1H-pyrazolo[3,4-b]pyridin-3-yl}-carbamic acid tert-butyl ester C(C)(C)(C)OC(NC1=NNC2=NC=C(C=C21)C2=NC=C(C=C2)[C@@H](C)NC2=NC=C(N=C2C(N[C@@H](C)C2=CC(=C(C=C2)F)F)=O)C#N)=O